C[Au] methyl-Gold